NC=1C(NC2=C3C=CC=NC3=C(C=C2C1C1=C2C=NNC2=C(C=C1)F)C1CC(C1)C#N)=O 3-[3-amino-4-(7-fluoro-1H-indazol-4-yl)-2-oxo-1H-1,7-phenanthroline-6-yl]cyclobutane-1-carbonitrile